1-methyl-2-oxabicyclo[2.1.1]hexan-4-amine hydrochloride Cl.CC12OCC(C1)(C2)N